FC=1C(=C(C=CC1)NC(\C=C\C1=CC=C2CC(NC2=C1)=O)=O)C (E)-N-(3-fluoro-2-methylphenyl)-3-(2-oxoindolin-6-yl)acrylamide